BrC=1C(=C(C(=CC1)NC(=O)C1=NC(=NC=C1)C1=C(C=CC=C1OC)F)N1[C@@H]2CN([C@H](C1)C2)C(=O)OC(C)(C)C)F (1S,4S)-tert-Butyl 5-(3-bromo-2-fluoro-6-(2-(2-fluoro-6-methoxyphenyl)pyrimidine-4-carboxamido)phenyl)-2,5-diazabicyclo[2.2.1]heptane-2-carboxylate